zinc dodecanethiolate C(CCCCCCCCCCC)[S-].[Zn+2].C(CCCCCCCCCCC)[S-]